BrC=1C=2N(C=CC1)C(NN2)=O 8-bromo-[1,2,4]triazolo[4,3-a]pyridin-3(2H)-one